FC1(C(N(C2=C(O1)C=C(C(=C2)C2=C(C(=C(C(=C2F)F)F)F)F)C)[C@H](C(=O)O)C)=O)F (S)-2-(2,2-difluoro-7-methyl-3-oxo-6-(perfluorophenyl)-2,3-dihydro-4H-benzo[b][1,4]oxazin-4-yl)propionic acid